FC1=CC=C(C=C1)C1=CC(=CN1S(=O)(=O)C1=CC=C(C)C=C1)CNC([2H])([2H])[2H] ((5-(4-fluorophenyl)-1-tosyl-1H-pyrrol-3-yl)methyl)methane-d3-amine